(S)-4-(7-bromo-2-chloro-8-fluoro-6-iodoquinazolin-4-yl)-6-methyl-1,4-oxazepan-6-ol BrC1=C(C=C2C(=NC(=NC2=C1F)Cl)N1CCOC[C@](C1)(O)C)I